dimethylnaphthyl-hexadecyl-ammonium chloride [Cl-].C[N+](CCCCCCCCCCCCCCCC)(C1=CC=CC2=CC=CC=C12)C